N-(3-((4-((7-fluoro-1-oxo-2,3-dihydro-1H-inden-4-yl)amino)-7-methoxyquinazolin-6-yl)oxy)cyclobutyl)acrylamide FC=1C=CC(=C2CCC(C12)=O)NC1=NC=NC2=CC(=C(C=C12)OC1CC(C1)NC(C=C)=O)OC